2-naphthyl-(1-ethylnaphthalene) sulfide C1=C(C=CC2=CC=CC=C12)C12C(C3=CC=CC=C3C=C1)(CC)S2